trans-1-(4-(2-((4-aminocyclohexyl)amino)-5-fluoropyrimidin-4-yl)pyridin-2-yl)cyclobutan-1-ol N[C@@H]1CC[C@H](CC1)NC1=NC=C(C(=N1)C1=CC(=NC=C1)C1(CCC1)O)F